6-chloro-7-methoxy-4-(2-phenylpyrrolidin-1-yl)pyrido[3,2-d]pyrimidine ClC=1C(=CC=2N=CN=C(C2N1)N1C(CCC1)C1=CC=CC=C1)OC